N1(N=CC=C1)C1=CC=C(C=C1)C1=CC(=NN1)NC1=C(C=C(C=C1)NC(CN1CCN(CC1)C)=O)C N-(4-((5-(4-(1H-pyrazol-1-yl)phenyl)-1H-pyrazol-3-yl)amino)-3-methylphenyl)-2-(4-methylpiperazin-1-yl)acetamide